CC1=C(C=CC(=C1)C)C(C)C 2,4-dimethyl-1-(1-methylethyl)-benzene